(4S)-8-bromo-7-chloro-6-(3-fluoro-2-pyridyl)-4-methyl-4H-[1,2,4]triazolo[4,3-a][1,4]benzodiazepine BrC=1C=CC2=C(C(=N[C@H](C=3N2C=NN3)C)C3=NC=CC=C3F)C1Cl